3',5'-dimethoxy-4'-hydroxyacetophenone COC=1C=C(C=C(C1O)OC)C(C)=O